ClC=1C=NC(=NC1)N1CCC(CC1)CCCOC1=CC(=C(C(=C1)F)CC(=O)N1CC(C1)C(=O)O)F 1-[2-[4-[3-[1-(5-chloropyrimidin-2-yl)-4-piperidinyl]propoxy]-2,6-difluoro-phenyl]acetyl]azetidine-3-carboxylic acid